O=C1NC(CCC1NC1=CC=C(C=C1)C1CCN(CC1)CC(=O)OC(C)(C)C)=O tert-butyl 2-(4-(4-((2,6-dioxopiperidin-3-yl) amino)phenyl)piperidin-1-yl)acetate